5-(trifluoromethyl)pyrazine FC(C=1N=CC=NC1)(F)F